2-(1-Benzyl-6-fluoro-2-oxo-1,2-dihydropyridin-4-yl)benzoic acid methyl ester COC(C1=C(C=CC=C1)C1=CC(N(C(=C1)F)CC1=CC=CC=C1)=O)=O